methyl 2-(2-bromopyridin-4-yl)-2,2-difluoroacetate BrC1=NC=CC(=C1)C(C(=O)OC)(F)F